5-fluoro-3,7-dihydro-4H-pyrrolo[2,3-d]pyrimidin-4-one FC1=CNC=2N=CNC(C21)=O